4-(4,10-dibromo-4,12b-dihydroperylene-3-yl)butyric acid methyl ester COC(CCCC=1C=CC2C=3C=CC(=C4C=CC=C(C=5C=CC(C1C52)Br)C43)Br)=O